OCCN1N=NC(=C1)C(=O)NCC=1SC(=NN1)C1=CC=CC=C1 1-(2-hydroxyethyl)-N-((5-phenyl-1,3,4-thiadiazol-2-yl)methyl)-1H-1,2,3-triazole-4-carboxamide